N-{3-[2-(4-chloro-3-fluorophenoxy)acetamido]bicyclo[1.1.1]pentan-1-yl}-6,7-difluoro-3,4-dihydro-2H-1,4-benzoxazine-2-carboxamide ClC1=C(C=C(OCC(=O)NC23CC(C2)(C3)NC(=O)C3OC2=C(NC3)C=C(C(=C2)F)F)C=C1)F